[Cl-].C(CCCCCCCCC)N1C=[N+](C=C1)C 1-decyl-3-methylimidazolium chloride salt